ClC=1C=NN(C(C1Cl)=O)CC(=O)NC1=CC(=C(C=C1)C)S(=O)(=O)N1CC(CCC1)C1=CC=CC=C1 2-(4,5-Dichloro-6-oxopyridazin-1(6H)-yl)-N-(4-methyl-3-((3-phenylpiperidin-1-yl)sulfonyl)phenyl)acetamide